(8'-oxo-6',8'-dihydro-7'H-spiro[piperidine-4,2'-pyrano[2,3-f]isoindol]-7'-yl)piperidine-2,6-dione O=C1N(CC=2C=C3C(=CC12)OC1(C=C3)CCNCC1)N1C(CCCC1=O)=O